5-(1-(1-(4-(5-(difluoromethyl)-1,3,4-oxadiazol-2-yl)phenyl)-2-(pyrrolidin-1-yl)ethyl)-1H-1,2,3-triazol-4-yl)pyridin-2-amine FC(C1=NN=C(O1)C1=CC=C(C=C1)C(CN1CCCC1)N1N=NC(=C1)C=1C=CC(=NC1)N)F